CNCC=1NC=C(N1)C1=NC=CC=C1 N-methyl-1-(4-(pyridin-2-yl)-1H-imidazol-2-yl)methanamine